2-[1-[(2R)-2-(3-methoxypyridin-2-yl)-2-(oxacyclohex-4-yloxy)ethyl]-5-methyl-6-(1,3-oxazol-2-yl)-2,4-dioxo-1H,2H,3H,4H-thieno[2,3-d]pyrimidin-3-yl]-2-methylpropionic acid COC=1C(=NC=CC1)[C@@H](CN1C(N(C(C2=C1SC(=C2C)C=2OC=CN2)=O)C(C(=O)O)(C)C)=O)OC2CCOCC2